methyl 6-chloro-3-(((1R)-1-(2-cyano-7-methyl-3-(1-(trifluoromethyl)-3-azabicyclo[3.1.0]hexan-3-yl)quinoxalin-5-yl)ethyl)amino)picolinate ClC1=CC=C(C(=N1)C(=O)OC)N[C@H](C)C1=C2N=C(C(=NC2=CC(=C1)C)C#N)N1CC2(CC2C1)C(F)(F)F